(2R,4S)-N-((S)-1-OXO-1-((4-(5-(TRIFLUOROMETHYL)-1,2,4-OXADIAZOL-3-YL)BENZYL)AMINO)PROPAN-2-YL)-4-PHENYLPIPERIDINE-2-CARBOXAMIDE O=C([C@H](C)NC(=O)[C@@H]1NCC[C@@H](C1)C1=CC=CC=C1)NCC1=CC=C(C=C1)C1=NOC(=N1)C(F)(F)F